1,3-dioxolaneselon O1C(OCC1)=[Se]